2-Benzyl-4-methyl-2H-1,2,3-triazole C(C1=CC=CC=C1)N1N=CC(=N1)C